C1(CC1)C(C1CC1)NC(=O)C1=CC(=NN1)C=1C=C(C=CC1)C=1OC(=CN1)C(=O)N[C@H](C(=O)OCC)C(C)C (S)-Ethyl 2-(2-(3-(5-((Dicyclopropylmethyl)Carbamoyl)-1H-Pyrazol-3-yl)Phenyl)Oxazole-5-Carboxamido)-3-Methylbutanoate